(R)-6-(3-(2-ethoxyphenoxy)piperidin-1-yl)-N-(4-phenylpyridin-2-yl)pyrazin-2-amine C(C)OC1=C(O[C@H]2CN(CCC2)C2=CN=CC(=N2)NC2=NC=CC(=C2)C2=CC=CC=C2)C=CC=C1